ClC1=CC(=CN=N1)NC1=CC=C(C=C1)S(=O)(=O)C 6-chloro-4-((4-(methylsulfonyl)phenyl)amino)pyridazine